CC1(OCCN(C1)C1=NC2=CC=C(C=C2C=N1)NC1CC2(C1)CC(C2)N)C N2-(2-(2,2-dimethylmorpholino)quinazolin-6-yl)spiro[3.3]heptane-2,6-diamine